FC(C(=O)O)(F)F.OC1=C(C=CC=C1C1=CC(=NO1)N1CCNCC1)C1=CC=C(C=C1)N1C(CCC1)=O 1-(2'-Hydroxy-3'-(3-(piperazin-1-yl)isoxazol-5-yl)-[1,1'-biphenyl]-4-yl)pyrrolidin-2-one 2,2,2-trifluoroacetate